FC(C=1C=C(CO)C=CC1C1CCCCC1)(F)F 3-trifluoromethyl-4-cyclohexylbenzyl alcohol